N-(4-((3-fluoro-4-propoxyphenyl)ethynyl)phenyl)carboxamide FC=1C=C(C=CC1OCCC)C#CC1=CC=C(C=C1)NC=O